COCCNC=1N=CC2=C(N1)N1C(C(=C2)C=2C=C(C=CC2C)NC(C2=NC=CC(=C2)C(F)(F)F)=O)=NCC1 N-(3-(2-((2-methoxyethyl)amino)-8,9-dihydroimidazo[1',2':1,6]pyrido[2,3-d]pyrimidin-6-yl)-4-methylphenyl)-4-(trifluoromethyl)picolinamide